C(=O)O The molecule is the simplest carboxylic acid, containing a single carbon. Occurs naturally in various sources including the venom of bee and ant stings, and is a useful organic synthetic reagent. Principally used as a preservative and antibacterial agent in livestock feed. Induces severe metabolic acidosis and ocular injury in human subjects. It has a role as an antibacterial agent, a protic solvent, a metabolite, a solvent and an astringent. It is a conjugate acid of a formate.